1-(5-bromo-6-methyl-3-pyridyl)-3-[(1S)-1-(2-pyrimidin-2-yl-1,2,4-triazol-3-yl)ethyl]urea BrC=1C=C(C=NC1C)NC(=O)N[C@@H](C)C=1N(N=CN1)C1=NC=CC=N1